N-Methylethanamin CNCC